4-((S)-4-acryloyl-3-(cyanomethyl)piperazin-1-yl)-N-((S)-2-aminopropyl)-7-(8-methylnaphthalen-1-yl)-5,6,7,8-tetrahydro-1,7-naphthyridine-2-carboxamide C(C=C)(=O)N1[C@H](CN(CC1)C1=CC(=NC=2CN(CCC12)C1=CC=CC2=CC=CC(=C12)C)C(=O)NC[C@H](C)N)CC#N